Cl.COCCOC=1C=CC2=C(NC(=N2)CCN)C1 2-(6-(2-methoxyethoxy)-1H-benzo[d]imidazol-2-yl)ethan-1-amine hydrochloride